C(C#CC)(=O)N[C@@H]1CN(C[C@H](C1)F)C1=C2C(=C(NC2=C(C=C1F)C(=O)N)C)C 4-[(3S,5S)-3-(but-2-ynoylamino)-5-fluoropiperidin-1-yl]-5-fluoro-2,3-dimethyl-1H-indole-7-carboxamide